N1=CC=C(C=C1)CC=1N=C(N(C1)C(C1=CC=CC=C1)(C1=CC=CC=C1)C1=CC=CC=C1)C=O 4-(Pyridin-4-ylmethyl)-1-(triphenylmethyl)imidazole-2-carbaldehyde